O=C1CCC(CC1)CCC1CCN(CC1)C1=CC=C(C=C1)C1C(NC(CC1)=O)=O 3-[4-[4-[2-(4-oxocyclohexyl)ethyl]-1-piperidyl]phenyl]piperidine-2,6-dione